2-[4-(azetidine-1-carbonyl)phenyl]-4-[4-fluoro-2-(2,2,2-trifluoroethoxy)phenyl]-2,3-dihydro-1H-pyrrolo[3,4-c]pyridin-1-one N1(CCC1)C(=O)C1=CC=C(C=C1)N1CC=2C(=NC=CC2C1=O)C1=C(C=C(C=C1)F)OCC(F)(F)F